CN(C)CC12CC(C1)(C2)C2=CC(=C(C=C2)O)F 4-[1-[(Dimethylamino)methyl]-3-bicyclo[1.1.1]pentanyl]-2-fluoro-phenol